[O].COB(OC)OC trimethoxyboron oxygen